(R)-4-((R)-2-methylmorpholino)butane C[C@H]1OCCN(C1)CCCC